tert-Butyl (6-(2-hydroxypropan-2-yl)-2-phenyl-2H-indazol-3-yl)carbamate OC(C)(C)C=1C=CC2=C(N(N=C2C1)C1=CC=CC=C1)NC(OC(C)(C)C)=O